C(C)(C)(C)OC(=O)N1C2CC(C1)(C2)C(=O)O 2-(tert-butoxycarbonyl)-2-azabicyclo[2.1.1]hexane-4-carboxylic acid